ClC1=C(C=CC(=C1)F)C1=CC(OC2=CC(=CC=C12)O[C@@H](C(=O)N1C[C@H](CCC1)C(=O)OCOC(=O)OC(C)C)C)=O isopropoxycarbonyloxymethyl (3S)-1-[(2R)-2-[4-(2-chloro-4-fluoro-phenyl)-2-oxo-chromen-7-yl]oxypropanoyl]piperidine-3-carboxylate